The molecule is an ammonium betaine in which the the ammonium nitrogen is substituted by two amino groups and a lauramidopropyl group. It is the major (>50%) component of cocamidopropyl betaine. It has a role as a surfactant. CCCCCCCCCCCC(=O)NCCC[N+](CC(=O)[O-])(N)N